C=C1SC=CC1C1C(NC(C1)=O)=O (E)-3-(2-methylenethienyl)pyrrolidine-2,5-dione